N-(Di-tert-butylphosphaneyl)-N-methyl-6-(1H-pyrazol-1-yl)pyridin-2-amine C(C)(C)(C)P(N(C1=NC(=CC=C1)N1N=CC=C1)C)C(C)(C)C